ClC=1C=C(C2=C(OC3(CCCC3)OC2C)C1)C(=O)O 7-chloro-4-methyl-spiro[benzo[d][1,3]dioxine-2,1'-cyclopentane]-5-carboxylic acid